COCC(C(=O)N(C)C)C beta-methoxy-N,N-dimethyl-2-methylpropionamide